COC(C[C@@H](C1=CC=CC=C1)NCCC(=O)OC)=O (S)-3-((3-methoxy-3-oxopropyl)amino)-3-phenylpropionic acid methyl ester